C(C)(C)(C)OC(=O)N1CCN(CC1)C(C1=C(C=C(C(=C1)Cl)Br)Cl)=O 4-(4-bromo-2,5-dichloro-benzoyl)piperazine-1-carboxylic acid tert-butyl ester